(E)-3-(3-(tert-butyl)-1-(3-chlorophenyl)-1H-pyrazol-5-yl)-N-(2-oxo-2,3-dihydro-1H-benzo[d]imidazol-4-yl)acrylamide C(C)(C)(C)C1=NN(C(=C1)/C=C/C(=O)NC1=CC=CC=2NC(NC21)=O)C2=CC(=CC=C2)Cl